FC1=CC=C(C=C1)NC(NC=1C=C(C=CC1)C=1N=C(C2=C(N1)SC=C2)NC(P(OCC)(OCC)=O)P(OCC)(OCC)=O)=O Tetraethyl (((2-(3-(3-(4-fluorophenyl)ureido)phenyl)thieno[2,3-d]pyrimidin-4-yl)amino)methylene)bis(phosphonate)